FC(C(=O)O)(F)F.NC=1C=2N(C=C(N1)CC(=O)N1CCOCC1)C(=CN2)C2=C(C=CC(=C2)C(C(F)(F)F)(C)O)C 2-(8-amino-3-(2-methyl-5-(1,1,1-trifluoro-2-hydroxypropan-2-yl)phenyl)imidazo[1,2-a]pyrazin-6-yl)-1-morpholinoethanone trifluoroacetate salt